C1=CC=CC=2C3=CC=CC=C3C(C12)COC(=O)N[C@H](C(=O)O)CC=1C=NC=NC1 (S)-2-((((9H-fluoren-9-yl)methoxy)carbonyl)amino)-3-(pyrimidin-5-yl)propanoic acid